Iodotrimethyl-silane I[Si](C)(C)C